BrC=1C=C(C=CC1)C1(CC(C1)C)C=1N(C(=NN1)S)C 5-(1-(3-bromophenyl)-3-methylcyclobutyl)-4-methyl-4H-1,2,4-triazole-3-thiol